6-(4-((3,3-difluoro-4-(3-(piperazin-1-yl)azetidin-1-yl)piperidin-1-yl)methyl)indolin-1-yl)-N-((1R,2S)-2-fluorocyclopropyl)-8-(methylamino)imidazo[1,2-b]pyridazine-3-carboxamide FC1(CN(CCC1N1CC(C1)N1CCNCC1)CC1=C2CCN(C2=CC=C1)C=1C=C(C=2N(N1)C(=CN2)C(=O)N[C@H]2[C@H](C2)F)NC)F